3-methyl-3-Ethylpentane CC(CC)(CC)CC